N(=C=O)CC1(CC(CCC1)(C)C)C 1-isocyanatomethyl-1,3,3-trimethylcyclohexan